CN1C(C=CC2=C(C=CC=C12)[C@@H](C=1N=NN(C1)C1(CC1)C(F)(F)F)NC=1C=C2C(=C(C=NC2=C(C1)C#N)C#N)NCC(C)(C)C)=O (S)-6-(((1-methyl-2-oxo-1,2-dihydroquinolin-5-yl)(1-(1-(trifluoromethyl)cyclopropyl)-1H-1,2,3-triazol-4-yl)methyl)amino)-4-(neopentylamino)quinoline-3,8-dicarbonitrile